6-chloro-N-(5-chloro-1-isopentyl-1H-pyrazol-4-yl)-1H-indole-3-sulfonamide ClC1=CC=C2C(=CNC2=C1)S(=O)(=O)NC=1C=NN(C1Cl)CCC(C)C